C(C)O[Al](OCC)OCC (triethoxy)aluminum